(S)-1-(3-(((6-(4-Chloro-2-hydroxy-6-methylphenyl)pyridazin-3-yl)methyl)amino)pyrrolidin-1-yl)ethan-1-one ClC1=CC(=C(C(=C1)C)C1=CC=C(N=N1)CN[C@@H]1CN(CC1)C(C)=O)O